2-[6-[3-(Difluoromethyl)-4-fluoro-phenyl]pyrazolo[4,3-b]pyridin-1-yl]-1-[(3R)-3-fluoropyrrolidin-1-yl]ethanone FC(C=1C=C(C=CC1F)C=1C=C2C(=NC1)C=NN2CC(=O)N2C[C@@H](CC2)F)F